FC(OC=1C=C(C=CC1)CNC(=O)C=1C(=NN(C1)CC1=CC=C(C=C1)CN1C(C=CC=C1)=O)COC)F N-{[3-(difluoromethoxy)phenyl]methyl}-3-(methoxymethyl)-1-({4-[(2-oxopyridin-1-yl)methyl]phenyl}methyl)pyrazole-4-carboxamide